ClC=1C=C2C(C(=CN(C2=CC1N1[C@H](CCC1)COC1=NC=CC=C1Cl)C1=NC=CC=C1)C(=O)O)=O (R)-6-chloro-7-(2-(((3-chloropyridin-2-yl)oxy)methyl)pyrrolidin-1-yl)-4-oxo-1-(pyridin-2-yl)-1,4-dihydroquinoline-3-carboxylic acid